CC1=NC=C(C=C1)CNC methyl-5-[(methylamino)methyl]pyridin